ClC=1N=C2C(=NC1)N(C=C2C2=NC(=CC(=N2)N[C@@H]2[C@H](C1CCC2CC1)C(=O)OC)N1CC2=CC=CC=C2CC1)C(C1=CC=CC=C1)(C1=CC=CC=C1)C1=CC=CC=C1 (2S,3S)-methyl 3-((2-(2-chloro-5-trityl-5H-pyrrolo[2,3-b]pyrazin-7-yl)-6-(3,4-dihydroisoquinolin-2(1H)-yl)pyrimidin-4-yl)amino)bicyclo[2.2.2]octane-2-carboxylate